3-(8-cyanoquinolin-5-yl)-N-{[(3R)-morpholin-3-yl]methyl}-5-(trifluoromethyl)-3-azabicyclo[3.1.0]hexane-1-carboxamide C(#N)C=1C=CC(=C2C=CC=NC12)N1CC2(CC2(C1)C(F)(F)F)C(=O)NC[C@H]1NCCOC1